C(=C)OC(CCCCCCCCC(=O)OC=C)=O Divinylsebacat